C1(CCCCC1)C(CC(=O)O)N1N=CC2=CC(=CC=C12)OCCC1=NC=2NCCCC2C=C1 3-cyclohexyl-3-(5-(2-(5,6,7,8-tetrahydro-1,8-naphthyridin-2-yl)ethoxy)-1H-indazol-1-yl)propanoic acid